N1C=NC=C1C1=C(N=C2N=C3CCOCC3=CN12)C1=NC(=NN1)C(F)(F)F 6-(1H-imidazol-5-yl)-5-[3-(trifluoromethyl)-1H-1,2,4-triazol-5-yl]-11-oxa-2,4,7-triazatricyclo[7.4.0.03,7]trideca-1,3,5,8-tetraene